CC1=CC(=C(C=C1[N+](=O)[O-])C)NC(=O)C2=CC=CC=C2 N-(2,5-dimethyl-4-nitrophenyl)benzamide